ClC1=C(C(N(C(N1)=O)CC)=O)NC(CCC1=CC=C(C=C1)C)=O N-(6-chloro-3-ethyl-2,4-dioxo-1,2,3,4-tetrahydropyrimidin-5-yl)-3-(p-tolyl)propanamide